3-(methylamino)cyclopentan-1-ol tert-butyl-(1-((3-(4-chlorobenzoyl)-4,5-dimethylthiophen-2-yl)amino)-3-methoxy-1-oxopropan-2-yl)carbamate C(C)(C)(C)N(C(=O)OC1CC(CC1)NC)C(C(=O)NC=1SC(=C(C1C(C1=CC=C(C=C1)Cl)=O)C)C)COC